C(C)(C)(C)OC(=O)N1CC(C=C(C1)C1=CNC2=NC=CC=C21)(C)C tert-butyl-3,3-dimethyl-5-(1H-pyrrolo[2,3-b]pyridin-3-yl)-3,6-dihydropyridine-1(2H)-carboxylate